(1r,4r)-4-(but-2,3-dienylaminomethyl)cyclohexane-1-carboxylic acid pentafluorophenyl ester FC1=C(C(=C(C(=C1OC(=O)C1CCC(CC1)CNCC=C=C)F)F)F)F